C(C)O[Si](CCCSSSSCCC[Si](OCC)(OCC)OCC)(OCC)OCC bis-(3-[triethoxysilyl]-propyl)-tetrasulfane